ClC1=CC=C(C2=CC=CC=C12)C1=C2C(=C3C(=NC(=NC3=C1)OC[C@H]1N(CCC1)C)N1C[C@@H](N(CC1)C(C(=C)F)=O)CC#N)OCCC2 2-((S)-4-(5-(4-chloronaphthalen-1-yl)-8-(((S)-1-methylpyrrolidin-2-yl)methoxy)-3,4-dihydro-2H-pyrano[2,3-f]quinazolin-10-yl)-1-(2-fluoroacryloyl)piperazin-2-yl)acetonitrile